(R)-1-(3-chlorophenyl-ethyl)-3-(4-(methylsulfonyl)phenethyl)piperidine ClC=1C=C(C=CC1)CCN1C[C@@H](CCC1)CCC1=CC=C(C=C1)S(=O)(=O)C